CN1N=NC(=C1)C1CC1 2-(1-methyl-1H-1,2,3-triazol-4-yl)cyclopropane